3-ethyl-1-(3-(6-hydroxypyridin-3-yl)isoquinolin-8-yl)-5,6-dihydroimidazo[1,5-a]pyrazin C(C)C1=NC(=C2N1CCN=C2)C=2C=CC=C1C=C(N=CC21)C=2C=NC(=CC2)O